IC1=CC2=C(NC(N2)=O)C=C1 5-iodo-1,3-dihydro-2H-benzo[d]imidazol-2-one